FC1=C(C=CC(=N1)N)N1CCNCC1 6-fluoro-5-(piperazin-1-yl)pyridin-2-amine